8-(1-(2,2-difluoroethyl)-1H-pyrazolo[3,4-b]pyrazin-6-yl)-2-(2-(2,2,2-trifluoroethoxy)pyrimidin-4-yl)-2,8-diazaspiro[4.5]decane FC(CN1N=CC=2C1=NC(=CN2)N2CCC1(CCN(C1)C1=NC(=NC=C1)OCC(F)(F)F)CC2)F